7-chloro-1,2,3,3a-tetrahydro-9H-benzo[e]pyrrolo[2,1-b][1,3]oxazin-9-one ClC=1C=CC2=C(C(N3C(O2)CCC3)=O)C1